CC1(OC=2C=C(C(=C(C2C=C1)O)C)CCCCC)CCC=C(C)C 2,6-Dimethyl-2-(4-methylpent-3-enyl)-7-pentylchromen-5-ol